C1(CCC1)CC1=C(C(=CC(=C1)F)C1=CC(=NC=C1)OC)NC(=O)NS(=O)C1=CN=C(S1)C(CO)(C)O N-((2-(cyclobutylmethyl)-4-fluoro-6-(2-methoxypyridin-4-yl)phenyl)carbamoyl)-2-(1,2-dihydroxypropan-2-yl)thiazol-5-sulfinamide